Cl.FC(OC1=CC2=C([C@@H](CO2)NC)C(=C1)F)F (S)-6-(difluoromethoxy)-4-fluoro-N-methyl-2,3-dihydrobenzofuran-3-amine hydrochloride